3-(1-{2-[3-(4-fluoro-3,5-xylyl)-4-oxo-2-(phenethylamino)-5,6,7,8-tetrahydro-1,3,7-triaza-7-naphthoyl]-5-(tetrahydro-2H-pyran-4-yl)-1-indolyl}cyclopropyl)-1,2,4-oxadiazol-5(4H)-one FC1=C(C=C(C=C1C)N1C(=NC=2CN(CCC2C1=O)C(=O)C=1N(C2=CC=C(C=C2C1)C1CCOCC1)C1(CC1)C1=NOC(N1)=O)NCCC1=CC=CC=C1)C